1-hydroxy-benzotriazole monohydrate O.ON1N=NC2=C1C=CC=C2